FC1([C@H](CCCC1)NC1=CC(=C(C=N1)C1=C(N=C(S1)C(=O)NCC(C)(C)O)C(=O)N1[C@H](CCC1)C)C(F)(F)F)F 5-(6-(((S)-2,2-difluorocyclohexyl)amino)-4-(trifluoromethyl)pyridin-3-yl)-N-(2-hydroxy-2-Methylpropyl)-4-((S)-2-methylpyrrolidine-1-carbonyl)thiazole-2-carboxamide